hexadecyldimethylethylenediamine C(CCCCCCCCCCCCCCC)N(CCNC)C